F[C@H]1[C@@H]2COC[C@H](C[C@H]1N(C=1N=CC(=NC1)C1=C(C=C(C=C1)C1=CN=NC(=C1)OC)O)C)N2 2-(5-(((1S,5S,6S,7R)-6-fluoro-3-oxa-9-azabicyclo[3.3.1]nonan-7-yl)(methyl)amino)pyrazin-2-yl)-5-(6-methoxypyridazin-4-yl)phenol